N[C@H](C)C=1C=C(C=C2C(C(=C(OC12)C1=NC=C(C=C1)F)C)=O)C 8-[(1R)-1-Aminoethyl]-2-(5-fluoro-2-pyridyl)-3,6-dimethyl-chromen-4-one